3-bromoimidazo[2,1-f]pyridazine BrC1=CN=C2C=CC=NN21